ClC1=NC=C(C=C1CN1CCC(CC1)C=1C=C2C(=C(NC2=CC1)C1=C2C(=NC=C1)NN=C2)C(C)C)F 4-(5-(1-((2-chloro-5-fluoropyridin-3-yl)methyl)piperidin-4-yl)-3-isopropyl-1H-indol-2-yl)-1H-pyrazolo[3,4-b]pyridine